NCC/C=C/C=1C(=C(C(=O)NC2C(NC(CC2)=O)=O)C=CC1)F (E)-3-(4-aminobut-1-en-1-yl)-N-(2,6-dioxopiperidin-3-yl)-2-fluorobenzamide